sodium phosphinite P[O-].[Na+]